C(C)(C)(C)OC(=O)N1CC2CC(C2C1)C(=O)O 3-(tert-butoxycarbonyl)-3-azabicyclo[3.2.0]heptane-6-carboxylic acid